C(C)OC(=O)C=1C(=NC2=C(N=CC=C2C1)Cl)C(F)(F)F 8-chloro-2-(trifluoromethyl)-1,7-naphthyridine-3-carboxylic acid ethyl ester